NC=1N=NC(=CC1N1CC(N(CC1)C1=CC=CC=C1)C(=O)NC1CCN(CC1)C(CC1CCN(CC1)C=1C=C2C(N(C(C2=CC1)=O)C1C(NC(CC1)=O)=O)=O)=O)C1=C(C=CC=C1)O 4-[3-amino-6-(2-hydroxyphenyl)pyridazin-4-yl]-N-[1-[2-[1-[2-(2,6-dioxo-3-piperidyl)-1,3-dioxo-isoindolin-5-yl]-4-piperidyl]acetyl]-4-piperidyl]-1-phenyl-piperazine-2-carboxamide